isopropyl (R)-2-amino-2-methylhexanoate N[C@@](C(=O)OC(C)C)(CCCC)C